2-(p-{(1R)-Dispiro[cyclohexane-1,3'-[1,2,4]trioxolane-5',2''-tricyclo[3.3.1.13,7]decan]-3-yl}phenoxy)-1,1-dimethylethylamine C12C3(C4CC(CC(C1)C4)C2)O[C@]2(OO3)CC(CCC2)C2=CC=C(OCC(C)(C)N)C=C2